C(C1=CC=CC=C1)OC(=O)N1CCC(CC1)OCCCN1CCN(CC1)C(=O)OC(C)(C)C tert-Butyl 4-(3-((1-((benzyloxy)carbonyl)piperidin-4-yl)oxy)propyl)piperazine-1-carboxylate